CN1C(NCN(C1)C)=N[N+](=O)[O-] 1,5-dimethyl-2-nitroimino-hexahydro-1,3,5-triazine